O=C1NC2=CC(=CC=C2CC12CC2)C=O oxo-1',4'-dihydro-2'H-spiro[cyclopropane-1,3'-quinoline]-7'-carbaldehyde